N[C@H](C(=O)NC1=CC=C(C=C1)N1C(=NC=C1)C)[C@@H]1CCCC2=CC=C(C=C12)Br (2S)-2-amino-2-[(1R)-7-bromotetralin-1-yl]-N-[4-(2-methyl-imidazol-1-yl)-phenyl]acetamide